Pyrrolidin-2-one-4,4-d2 benzyl-tert-butyl-(3-hydroxypropane-1,2-diyl)dicarbamate C(C1=CC=CC=C1)N(C(O)=O)CC(CO)N(C(O)=O)C(C)(C)C.N1C(CC(C1)([2H])[2H])=O